4-((3-Acetylphenyl)(3-chlorobenzyl)amino)-1-(3-(4-chloro-3,5-dimethylphenoxy)propyl)-1H-pyrrole-2-carboxylic acid C(C)(=O)C=1C=C(C=CC1)N(C=1C=C(N(C1)CCCOC1=CC(=C(C(=C1)C)Cl)C)C(=O)O)CC1=CC(=CC=C1)Cl